C(C)(C)NC1=C(C#N)C=C(C=C1)C1=NC=C(C=N1)C=1C=NC=CC1 2-(isopropylamino)-5-(5-(pyridin-3-yl)pyrimidin-2-yl)benzonitrile